ClC1=CC2=C(N=C(N=C2NCC=2SC=CN2)N2CCN(CC2)C)C=N1 6-chloro-2-(4-methylpiperazin-1-yl)-N-(thiazol-2-ylmethyl)pyrido[3,4-d]pyrimidin-4-amine